C1(=CC=CC2=CC=CC=C12)C(=O)[O-].C1(=CC=CC2=CC=CC=C12)C(=O)[O-].C(C1=CC=CC=C1)[Sn+2]CC1=CC=CC=C1 dibenzyl-tin dinaphthate